FC1=C(C(=CC=C1)F)CN1C(N(N=C1)C1=CC(=C(C=C1)O)F)=O 4-[(2,6-difluorophenyl)methyl]-2-(3-fluoro-4-hydroxy-phenyl)-1,2,4-triazol-3-one